(3-chloro-4-fluorophenyl)carboxamide ClC=1C=C(C=CC1F)C(=O)N